CN(S(=O)(=O)C1=C(C(=O)O)C=CC(=C1)N1CCN(CC1)CCCCC(F)(F)F)C (dimethylsulfamoyl)-4-[4-(5,5,5-trifluoropentyl)piperazin-1-yl]benzoic acid